CN(CCN(CCN(C)C)C)C N,N,N',N'',N''-Penta-methyldiethylentriamin